FC(OC1=CC=C2C(CC=3C(=NOC3C2=C1)C(=O)OCC)(C)C)F ethyl 8-(difluoromethoxy)-5,5-dimethyl-4,5-dihydronaphtho[2,1-d]isoxazole-3-carboxylate